CC(CCCCCCCCCCCC)CC(CC)C 13,15-dimethylheptadecane